ClC1=CC=C(C=N1)O[C@H](C)C=1C=C(C=C2C(C(=C(OC12)C1=CC=CC=C1)C)=O)C 8-[(1R)-1-[(6-chloro-3-pyridyl)oxy]ethyl]-3,6-dimethyl-2-phenyl-chromen-4-one